[2-(Hexyloxy)ethyl]phthalimide C(CCCCC)OCCC1=C2C(C(=O)NC2=O)=CC=C1